di-propyl benzenephosphonate C1(=CC=CC=C1)P(OCCC)(=O)OCCC